ethylenediaminetetrakis(methylene)tetrakis(phosphonic acid) C(CN(CP(O)(O)=O)CP(O)(O)=O)N(CP(O)(O)=O)CP(O)(O)=O